ClC1=CC(=C(C=O)C(=C1)F)F 4-chloro-2,6-difluoro-benzaldehyde